NC1=NC=CC(=C1I)OC1=C(C=C(C=C1F)NC(=O)C=1C=NN(C1C(F)(F)F)C1=CC=CC=C1)F N-(4-((2-amino-3-iodopyridin-4-yl)oxy)-3,5-difluorophenyl)-1-phenyl-5-(trifluoromethyl)-1H-pyrazole-4-carboxamide